CN1S(C2=C(C1=O)C(=C(C=C2)OC=2C=C(C#N)C=C(C2)F)C)(=O)=O 3-((2,4-dimethyl-1,1-dioxido-3-oxo-2,3-dihydrobenzo[d]isothiazol-5-yl)oxy)-5-fluorobenzonitrile